di-(isooctyl)phosphoric acid C(CCCCC(C)C)OP(OCCCCCC(C)C)(O)=O